N1=NC=C(C=C1)C1=CC(=C2C=NNC2=C1)NCCOCCCCNCC=1C=C(C=C(C1)OC(F)(F)F)CO (3-(((4-(2-((6-(pyridazin-4-yl)-1H-indazol-4-yl)amino)ethoxy)butyl)amino)methyl)-5-(trifluoromethoxy)phenyl)methanol